N-(3-(2-(1,1-difluoroethyl)-6-methylpyrimidin-4-yl)-1-ethyl-1H-pyrazolo[3,4-c]pyridin-5-yl)acetamide FC(C)(F)C1=NC(=CC(=N1)C1=NN(C2=CN=C(C=C21)NC(C)=O)CC)C